COC(=O)C=1C2=C(C=CC=3C=4C=CC(=C5C(=CC=C(C(=CC1)C23)C54)C(=O)[O-])C(=O)OC)C(=O)[O-].C(C)[NH2+]CC.C(C)[NH2+]CC diethylammonium 4,10-bis(methoxycarbonyl)perylene-3,9-dicarboxylate